NCC(=O)N1[C@@H](CCC1)C(=O)NCC(=O)N glycyl-prolyl-glycinamide